tert-Butyl 4-(3-methyl-6-oxo-5,6-dihydropyrido[2,3-b]pyrazin-7-yl)piperidine-1-carboxylate CC1=CN=C2C(=N1)NC(C(=C2)C2CCN(CC2)C(=O)OC(C)(C)C)=O